C(C1=CC=CC=C1)OC(=O)NC[C@H](C(=O)O)NC(=O)OC(C)(C)C (R)-3-(((benzyloxy)carbonyl)amino)-2-((tert-butoxycarbonyl)amino)propanoic acid